C(C)(C)(C)OC(CCOCCOCCOCCN)=O.C(C)(C)(C)[Si](OC[Sn](CCCC)(CCCC)CCCC)(C)C tert-butyl-dimethyl-(tributylstannylmethoxy)silane tert-butyl-3-(2-(2-aminoethoxy)ethoxyethoxy)propionate